1-chloro-4-(2,2-dibromovinyl)benzene ClC1=CC=C(C=C1)C=C(Br)Br